3-(1-oxo-5-(2,7-diazaspiro[3.5]nonane-7-carbonyl)isoindolin-2-yl)piperidine-2,6-dione O=C1N(CC2=CC(=CC=C12)C(=O)N1CCC2(CNC2)CC1)C1C(NC(CC1)=O)=O